OC(CCCCCCCCCCC(=O)OC(CCCCCCCCCCC(=O)O)CCCCCC)CCCCCC 12-((12-hydroxyoctadecanoyl)oxy)octadecanoic acid